CC(C#N)(C)C=1OC(=NN1)C1=CC2=C(C(C[C@H](C(N2CC2=CC(=C(C=C2)N2N=CC(=C2)C(F)(F)F)F)=O)N)(F)F)C=C1F 2-methyl-2-[5-[(3R)-3-amino-5,5,7-trifluoro-1-[[3-fluoro-4-[4-(trifluoromethyl)pyrazol-1-yl]phenyl]methyl]-2-oxo-3,4-dihydro-1-benzazepin-8-yl]-1,3,4-oxadiazol-2-yl]propanenitrile